PYRAZOLYLCARBOXAMIDE N1N=C(C=C1)C(=O)N